(2R,4R)-4-((6-chloro-3-fluoro-4-(2-hydroxypropan-2-yl)-pyridin-2-yl)methyl)-2-methylpiperidine-4-carboxylic acid tert-butyl ester C(C)(C)(C)OC(=O)[C@]1(C[C@H](NCC1)C)CC1=NC(=CC(=C1F)C(C)(C)O)Cl